3-bromo-N-methyl-4-[[(1S)-tetrahydronaphthalen-1-yl]amino]benzenesulfonamide BrC=1C=C(C=CC1N[C@H]1CCCC2=CC=CC=C12)S(=O)(=O)NC